ClC1=C2C[C@H](OC(C2=C(C(=C1)C(=O)N[C@@H](CC1=CC=CC=C1)C(=O)O)O)=O)C (((3R)-5-chloro-8-hydroxy-3-methyl-1-oxo-7-isochromanyl)carbonyl)-3-phenyl-L-alanine